(R)-(1-(4-(7-(2-methyl-[1,1'-biphenyl]-3-yl)imidazo[1,2-a]pyridin-3-yl)benzyl)pyrrolidin-2-yl)methanol CC1=C(C=CC=C1C1=CC=2N(C=C1)C(=CN2)C2=CC=C(CN1[C@H](CCC1)CO)C=C2)C2=CC=CC=C2